2(S),3(R)-2-AMINO-3-HYDROXYPENT-4-YNOIC ACID C#C[C@H]([C@@H](C(=O)O)N)O